OC(C)(C)[C@H]1OCCN(C1)C=1C=CC(=NC1)NC=1C2=C(C(=NC1)C1=CC=NC=C1)CNC2=O (S)-7-((5-(2-(2-hydroxypropan-2-yl)morpholino)pyridin-2-yl)amino)-4-(pyridin-4-yl)-2,3-dihydro-1H-pyrrolo[3,4-c]pyridin-1-one